B(/C(=C\C)/C)(O)O trans-2-buten-2-ylboronic acid